Cyanomethyl-(2-{4-chloro-5-[3-methyl-2,6-dioxo-4-(trifluoromethyl)-3,6-dihydropyrimidin-1(2H)-yl]-2-nitrophenoxy}phenoxy) acetate C(C)(=O)OOC1=C(C(=CC=C1)CC#N)OC1=C(C=C(C(=C1)N1C(N(C(=CC1=O)C(F)(F)F)C)=O)Cl)[N+](=O)[O-]